N-(4-(4-amino-5-(3-fluoro-4-((6-methylpyridin-2-yl)oxy)phenyl)-7-methyl-5H-pyrrolo[3,2-d]pyrimidin-6-yl)phenyl)acrylamide NC=1C2=C(N=CN1)C(=C(N2C2=CC(=C(C=C2)OC2=NC(=CC=C2)C)F)C2=CC=C(C=C2)NC(C=C)=O)C